ClC1=NC=C(C(=C1C#N)Cl)CNCCO 2,4-dichloro-5-[(2-hydroxyethylamino)methyl]pyridine-3-carbonitrile